2-[{2-fluoro-4-methyl-5-[(2,2,2-trifluoroethyl)sulfanyl]phenyl}(2,2,2-trifluoroethyl)amino]-1,3-thiazol-4(5H)-one FC1=C(C=C(C(=C1)C)SCC(F)(F)F)N(C=1SCC(N1)=O)CC(F)(F)F